ClC1=CC(=C(COC2=CC=CC(=N2)C2CCN(CC2)CC2=NC3=C(N2C)C=CC=C3OC3CC(C3)F)C=C1)F 2-((4-(6-((4-Chloro-2-fluorobenzyl)oxy)pyridin-2-yl)piperidin-1-yl)methyl)-4-((1s,3s)-3-fluorocyclobutoxy)-1-methyl-1H-benzo[d]imidazole